4-(benzo[b]thiophen-4-yl)-1-(4-(2-oxo-1,2-dihydroquinolin-7-yloxy)butyl)-1-((piperidine-1-carbonyloxy)methyl)piperazin-1-ium iodide [I-].S1C2=C(C=C1)C(=CC=C2)N2CC[N+](CC2)(COC(=O)N2CCCCC2)CCCCOC2=CC=C1C=CC(NC1=C2)=O